ClC=1C=C(CNP(OCC)(=O)CC2=C(C=C(C=C2)C2=NOC(=N2)C(F)(F)Cl)F)C=CC1 ethyl N-(3-chlorobenzyl)-P-(4-(5-(chlorodifluoromethyl)-1,2,4-oxadiazol-3-yl)-2-fluorobenzyl)phosphonamidate